(S)-2-Amino-4-methyl-N-(1-(naphthalen-1-yl)ethyl)-5-(3-(trifluoromethyl)phenyl)thiophene-3-carboxamide NC=1SC(=C(C1C(=O)N[C@@H](C)C1=CC=CC2=CC=CC=C12)C)C1=CC(=CC=C1)C(F)(F)F